BrC1=CNC2=NC=C(C=C21)C2=CC(=C(C(=C2)C)N2CCN(CC2)C)C 3-bromo-5-(3,5-dimethyl-4-(4-methylpiperazin-1-yl)phenyl)-1H-pyrrolo[2,3-b]pyridine